2,2'-Methylene-bis-[6-(2H-benzotriazol-2-yl)-4-(1,1,3,3-tetramethylbutyl)-phenol] C(C1=C(C(=CC(=C1)C(CC(C)(C)C)(C)C)N1N=C2C(=N1)C=CC=C2)O)C2=C(C(=CC(=C2)C(CC(C)(C)C)(C)C)N2N=C1C(=N2)C=CC=C1)O